2-(Diphenylmethyleneamino)-6,6,6-trifluorohexanoic acid ethyl ester C(C)OC(C(CCCC(F)(F)F)N=C(C1=CC=CC=C1)C1=CC=CC=C1)=O